5-chloro-2-(4,4-difluoroazepan-1-yl)nicotinic acid ClC=1C=NC(=C(C(=O)O)C1)N1CCC(CCC1)(F)F